C(=O)(OCC1=CC=CC=C1)NCCN N-CBzEthylenediamine